ethylenediamine-tetrapropionic acid C(CN(CCC(=O)O)CCC(=O)O)N(CCC(=O)O)CCC(=O)O